1-(((3s,4s)-1-acetyl-4-hydroxypiperidin-3-yl)methyl)-3-(5-chloro-4-(5,5-dimethyl-5,6-dihydro-4H-pyrrolo[1,2-b]pyrazol-3-yl)pyridin-2-yl)urea C(C)(=O)N1C[C@@H]([C@H](CC1)O)CNC(=O)NC1=NC=C(C(=C1)C1=C2N(N=C1)CC(C2)(C)C)Cl